C(C)OC(OCC)[SiH2]CCC1=CC=CC=C1 diethoxymethyl-(2-phenylethyl)silane